C(C)(C)(C)C1=CC=2N(C3=CC(=CC=C3C2C=C1)C(C)(C)C)C=1C(=C(C=C(C1)C(C)(CC(C)(C)C)C)C1=C(C=CC(=C1)F)OCCCOC1=C(C=C(C=C1)F)C1=C(C(=CC(=C1)C(C)(CC(C)(C)C)C)N1C2=CC(=CC=C2C=2C=CC(=CC12)C(C)(C)C)C(C)(C)C)OC1OCCCC1)OC1OCCCC1 1,3-bis((3'-(2,7-di-tert-butyl-9H-carbazol-9-yl)-5-fluoro-2'-((tetrahydro-2H-pyran-2-yl)oxy)-5'-(2,4,4-trimethylpentan-2-yl)-[1,1'-biphenyl]-2-yl)oxy)propane